ClC=1C(=C(CN2CCC(CC2)(C(=O)O)CC2=NC(=C(C(=C2C)C(CC)=O)C)NC2=NNC(=C2)C)C=CC1)F 1-(3-chloro-2-fluorobenzyl)-4-((3,5-dimethyl-6-((5-methyl-1H-pyrazol-3-yl)amino)-4-propionyl-pyridin-2-yl)methyl)piperidine-4-carboxylic acid